imidazo[4,5-c]isoquinoline-9-carboxylate N1C=NC=2N=CC=3C=CC=C(C3C21)C(=O)[O-]